C(C)(=O)C1=CC(=CC2=C(C=CC=C12)C(C)=O)N 4,8-diacetyl-2-aminonaphthalene